(S)-2-amino-3-(5-((6-methyl-1,2,4,5-tetrazin-3-ylamino)methyl)pyridin-2-yl)propanoic acid N[C@H](C(=O)O)CC1=NC=C(C=C1)CNC=1N=NC(=NN1)C